PERFLUORoPHENYLAZID FC1=C(C(=C(C(=C1F)F)F)F)N=[N+]=[N-]